C(C)O[Si](CCCNC(C1=CC=C(C=C1)[N+](=O)[O-])=O)(OCC)OCC N-(3-triethoxysilylpropyl)-p-nitrobenzamide